S(=O)(=O)(CCO)I isethionic acid, iodide